4-(3-chloro-4-methoxybenzyl-amino)-5-pyrimidinecarboxylic acid ClC=1C=C(CNC2=NC=NC=C2C(=O)O)C=CC1OC